N-[3-(triethoxysilyl)propyl]-p-nitroaniline C(C)O[Si](CCCNC1=CC=C(C=C1)[N+](=O)[O-])(OCC)OCC